tert-butyl (4-(2-((2-(bis(pyridin-2-ylmethyl)amino) ethyl)(pyridin-2-ylmethyl)amino)acetamido)phenethyl)carbamate N1=C(C=CC=C1)CN(CCN(CC(=O)NC1=CC=C(CCNC(OC(C)(C)C)=O)C=C1)CC1=NC=CC=C1)CC1=NC=CC=C1